(3,6,9,12-Tetraoxapentadec-14-yn-1-yl)-1H-pyrazole-5-carboxylic acid methyl ester COC(=O)C1=CC=NN1CCOCCOCCOCCOCC#C